C1(=CC=CC=C1)C(CNCC(=O)N(C)C)C1=CC=CC=C1 2-(2,2-diphenylethylamino)-N,N-dimethyl-acetamide